CN1C2CC(CC1CC2)NC(=O)C2=NC(=NC=C2)C=2C=C1C(=CC=NC1=CC2)NC(C=C)=O N-(8-methyl-8-azabicyclo[3.2.1]octan-3-yl)-2-[4-(prop-2-enoylamino)-6-quinolyl]pyrimidine-4-carboxamide